4-(3,5-difluorophenyl)benzonitrile FC=1C=C(C=C(C1)F)C1=CC=C(C#N)C=C1